3-oxa-9-azabicyclo[3.3.1]nonan-7-one hydrochloride Cl.C12COCC(CC(C1)=O)N2